tert-butyl 1-((3-((1H-pyrazol-4-yl)methyl)ureido)methyl)-6-azaspiro[2.5]octane-6-carboxylate N1N=CC(=C1)CNC(NCC1CC12CCN(CC2)C(=O)OC(C)(C)C)=O